4-(4-(2,3-difluoro-4-methylphenyl)-1H-1,2,3-triazol-1-yl)-2-(hydroxymethyl)-5-methoxytetrahydro-2H-pyran-3-ol FC1=C(C=CC(=C1F)C)C=1N=NN(C1)C1C(C(OCC1OC)CO)O